2-amino-3-(pyrimidin-2-yl)propionic acid cyclopentyl ester C1(CCCC1)OC(C(CC1=NC=CC=N1)N)=O